(3S)-3-(5-{[(3S,4S)-4-(methoxymethyl)-1-{[2-(oxan-4-yl)-1,7-naphthyridin-6-yl]methyl}pyrrolidin-3-yl]oxy}-1-oxo-2,3-dihydro-1H-isoindol-2-yl)piperidine-2,6-dione COC[C@H]1[C@@H](CN(C1)CC=1C=C2C=CC(=NC2=CN1)C1CCOCC1)OC=1C=C2CN(C(C2=CC1)=O)[C@@H]1C(NC(CC1)=O)=O